N1N=NN=C1C1=C(C=CC=C1)C=1C=C2CN(CC2=CC1)C=1SC=C(N1)CC 2-(5-(2-(1H-Tetrazol-5-yl)phenyl)isoindolin-2-yl)-4-ethylthiazole